(S)-N-(tert-Butylsulfonyl)-2-(2-((S)-1-(2,3-difluorobenzyl)-5-oxopyrrolidin-2-yl)acetamido)-3-methylbutanamide C(C)(C)(C)S(=O)(=O)NC([C@H](C(C)C)NC(C[C@H]1N(C(CC1)=O)CC1=C(C(=CC=C1)F)F)=O)=O